CC(CCO)(CC)O 3-methyl-1,3-pentanediol